ethyl 3,4-dichlorophenyl acetate CCOC(=O)CC1=CC(=C(C=C1)Cl)Cl